C(C)N(S(=O)(=O)NC=1C(=C(C(=O)C2=CNC3=NC=C(C=C32)C3=CC=C(C=C3)N3CCN(CC3)C(=O)OC(C)(C)C)C(=CC1)F)F)C tert-butyl 4-[4-[3-[3-[[ethyl(methyl)sulfamoyl]amino]-2,6-difluoro-benzoyl]-1H-pyrrolo[2,3-b]pyridin-5-yl]phenyl]piperazine-1-carboxylate